isooctyl-cyclohexenone C(CCCCC(C)C)C=1C(CCCC1)=O